(5S)-9,9-dimethyl-2-[2-methyl-6-(trifluoromethyl)pyridine-3-carbonyl]-8-oxo-2-azaspiro[4.5]dec-6-ene-7-carbonitrile CC1(C(C(=C[C@@]2(CCN(C2)C(=O)C=2C(=NC(=CC2)C(F)(F)F)C)C1)C#N)=O)C